[2-(2,6-dioxo-3-piperidinyl)-1,3-dioxo-isoindolin-5-yl]piperidine-4-carbaldehyde O=C1NC(CCC1N1C(C2=CC=C(C=C2C1=O)N1CCC(CC1)C=O)=O)=O